Tert-butyl 2-(2-aminopyridin-4-yl)-5-chloro-3-ethyl-1H-indole-1-carboxylate NC1=NC=CC(=C1)C=1N(C2=CC=C(C=C2C1CC)Cl)C(=O)OC(C)(C)C